N-tert-Butyl-4-[[2-(5-chloro-2-hydroxy-phenyl)acetyl]amino]thiophene-2-carboxamide methyl-2-[1-(3-chlorophenyl)-1H-pyrazol-4-yl]propanoate COC(C(C)C=1C=NN(C1)C1=CC(=CC=C1)Cl)=O.C(C)(C)(C)NC(=O)C=1SC=C(C1)NC(CC1=C(C=CC(=C1)Cl)O)=O